NC1=NC=2C=NC(=CC2C2=C1COC2)C(=O)N2C(CC[C@@H](C2)C)C=2C=C(C1=C(OC3(CC3)C(N1)=O)C2)F 7-((5S)-1-(4-amino-1,3-dihydrofuro[3,4-c][1,7]naphthyridine-8-carbonyl)-5-methylpiperidin-2-yl)-5-fluorospiro[benzo[b][1,4]oxazine-2,1'-cyclopropan]-3(4H)-one